CC(=O)C1=CC(=C(C=C1)Cl)Cl 3,4-dichloroacetophenone